C1(=CC=CC=C1)S(=O)(=O)NC(C1=CC=C(C=C1)N1CCN(CC1)CC1=C(C=CC=C1)C=1C=NC=C(C1)O)=O N-(benzenesulfonyl)-4-[4-[[2-(5-hydroxypyridin-3-yl)phenyl]methyl]piperazin-1-yl]benzamide